7-Chlorobenzo[D][1,3]dioxole-4-carboxylic acid ethyl ester C(C)OC(=O)C1=CC=C(C=2OCOC21)Cl